3-(5-Methyl-3-nitro-1H-pyrazol-1-yl)tetrahydrothiophene 1,1-dioxide CC1=CC(=NN1C1CS(CC1)(=O)=O)[N+](=O)[O-]